CC1=CC(=CS1)C=1C=CC(=NC1)N 5-(5-methylthiophen-3-yl)pyridin-2-amine